C(C)[C@@H]1CN(C[C@@H]1C1=CN=C2N1C1=C(N=C2)N(C=C1)C(C(C)C1=CC(=C(C=C1)C1=CC=CC=C1)F)=O)C(=O)NCC(F)(F)F (3S,4R)-3-ethyl-4-(3-(2-(2-fluoro-[1,1'-biphenyl]-4-yl)propionyl)-3H-imidazo[1,2-a]pyrrolo[2,3-e]pyrazin-8-yl)-N-(2,2,2-trifluoroethyl)pyrrolidine-1-carboxamide